C[C@@](N)([C@H](O)C)C(=O)O α-methyl-D-allo-threonine